E-O-L-alanyl-D-isoglutamine N[C@@H](C)C(=O)OC(CC[C@@H](N)C(N)=O)=O